C(#C)C=1C=C(C(=O)NC2=CC(=CC(=C2)C(F)(F)F)N2C=NC(=C2)C)C=CC1C 3-ethynyl-4-methyl-N-(3-(4-methyl-1H-imidazol-1-yl)-5-(trifluoromethyl)phenyl)benzamide